N-{5-(Ethylsulfonyl)-6-[3-methyl-6-(trifluoromethyl)-3H-imidazo[4,5-c]pyridin-2-yl]pyridin-2-yl}methansulfonamid C(C)S(=O)(=O)C=1C=CC(=NC1C1=NC2=C(C=NC(=C2)C(F)(F)F)N1C)NS(=O)(=O)C